methyl 3-(chloromethyl)-4-methoxy-benzoate ClCC=1C=C(C(=O)OC)C=CC1OC